4-chloro-2-(trifluoromethoxy)benzoyl-hydrazine benzyl-(R)-1-((S)-1-(4-methoxyphenyl)ethyl)-5-oxopyrrolidine-3-carboxylate C(C1=CC=CC=C1)OC(=O)[C@H]1CN(C(C1)=O)[C@@H](C)C1=CC=C(C=C1)OC.ClC1=CC(=C(C(=O)NN)C=C1)OC(F)(F)F